C(C1=CC=CC=C1)(C1=CC=CC=C1)(C1=CC=CC=C1)OCC(CCCCCCCCCCCCCCCC)O (trityloxy)octadecan-2-ol